ClC=1C2=C(N=CN1)NC(=C2)C2=CC=C(C=O)C=C2 4-(4-Chloro-7H-pyrrolo[2,3-d]pyrimidin-6-yl)benzaldehyde